methyl-1-phenyl-2(1H)-pyridone CC=1C(N(C=CC1)C1=CC=CC=C1)=O